[Co].BrC=1C(=C(C(=NC1C=1OC=C(N1)C(C)(C)C)C=1OC=C(N1)C(C)(C)C)Br)OC dibromo[2,6-bis[4-(R)-tert-butyl-2-oxazolyl]-4-methoxypyridine] cobalt